tert-butyl 4-(4-nitrophenyl)-3,6-dihydro-2H-pyridine-1-carboxylate [N+](=O)([O-])C1=CC=C(C=C1)C=1CCN(CC1)C(=O)OC(C)(C)C